1,4-dipropylpyridinium fluoride salt [F-].C(CC)[N+]1=CC=C(C=C1)CCC